[(2R,3R,4S,5S,6R)-4,5-diacetoxy-2-(2-diethoxyphosphorylethyl)-6-(2,2,2-trichloroethanimidoyl)oxy-tetrahydropyran-3-yl] acetate C(C)(=O)O[C@@H]1[C@H](O[C@@H]([C@H]([C@H]1OC(C)=O)OC(C)=O)OC(C(Cl)(Cl)Cl)=N)CCP(=O)(OCC)OCC